1-(trans-4-((4-(4-chloro-1H-pyrazol-3-yl)-5-(trifluoromethyl)pyrimidin-2-yl)amino)cyclohexyl)-3-(2,2-difluoropropyl)-1-(5-(2-methoxypyrimidin-5-yl)pyrazin-2-yl)urea ClC=1C(=NNC1)C1=NC(=NC=C1C(F)(F)F)N[C@@H]1CC[C@H](CC1)N(C(=O)NCC(C)(F)F)C1=NC=C(N=C1)C=1C=NC(=NC1)OC